7-bromo-3,3-diethyl-8-methoxy-5-phenyl-2,3,4,5-tetrahydro-1,5-benzothiazepine 1,1-dioxide BrC=1C(=CC2=C(N(CC(CS2(=O)=O)(CC)CC)C2=CC=CC=C2)C1)OC